CN1CC(C1)(C)[C@@](C=1C=C(C=NC1)C#CC(O)C=1C(=NN(C1)C)C)(C1=CC=C(C=C1)C(C)C)O 3-{5-[(R)-(1,3-dimethyl-azetidin-3-yl)-hydroxy-(4-isopropyl-phenyl)-methyl]-pyridin-3-yl}-1-(1,3-dimethyl-1H-pyrazol-4-yl)-prop-2-yn-1-ol